[N+](=O)([O-])C1=CC=C(C=C1)OC(N([C@@H]1CC[C@H](CC1)NC(=O)OC(C)(C)C)C=1N=NC(=CC1)Br)=O (6-bromopyridazin-3-yl)(trans-4-((tert-butoxycarbonyl)amino)cyclohexyl)carbamic acid 4-nitrophenyl ester